OC1=NC=NC(=C1[C@@H](CC(=O)OC)C)O methyl (R)-3-(4,6-dihydroxypyrimidin-5-yl)butyrate